OC(CCC(=O)[O-])C(=O)[O-] α'-hydroxyglutarate